octadecyl (S)-2-(4-(4-chlorophenyl)-2,3,9-trimethyl-6H-thieno[3,2-f][1,2,4]triazolo[4,3-a][1,4]diazepin-6-yl)acetate ClC1=CC=C(C=C1)C1=N[C@H](C=2N(C3=C1C(=C(S3)C)C)C(=NN2)C)CC(=O)OCCCCCCCCCCCCCCCCCC